C1CCN(C1)C(=[N+]2CCCC2)Cl.F[P-](F)(F)(F)(F)F 1-(chloro-1-pyrrolidinylmethylene)pyrrolidinium hexafluorophosphate